C12(CC(C1)C2)N2C[C@H](N(S(C1=C2C=C(C(=C1)O)SC)(=O)=O)C)CCCC (R)-5-(bicyclo[1.1.1]pentan-1-yl)-3-butyl-8-hydroxy-2-methyl-7-(methylthio)-2,3,4,5-tetrahydrobenzo[f][1,2,5]thiadiazepine 1,1-dioxide